BrC=1C=C(C=CC1)C(CCCCC(C(=O)OC)(C)C)(C(=O)NNC)C methyl 7-(3-bromophenyl)-2,2,7-trimethyl-8-(2-methylhydrazineyl)-8-oxooctanoate